tert-butyl 2-(1-(5-cyclohexylpyridin-3-yl)cyclopropyl)-4-oxo-3,4,5,7,8,9-hexahydro-6H-pyrimido[5,4-c]azepine-6-carboxylate C1(CCCCC1)C=1C=C(C=NC1)C1(CC1)C=1NC(C=2CN(CCCC2N1)C(=O)OC(C)(C)C)=O